N-methyl-2-[2-methyl-4-(1-tetrahydropyran-2-yl-3-vinyl-indazol-5-yl)pyrazol-3-yl]oxy-ethanamine CNCCOC=1N(N=CC1C=1C=C2C(=NN(C2=CC1)C1OCCCC1)C=C)C